7-(4-(pyrrolidin-3-yloxy)butyl)-1,2,3,4-tetrahydro-1,8-naphthyridine dihydrochloride Cl.Cl.N1CC(CC1)OCCCCC1=CC=C2CCCNC2=N1